FC=1C(=C2C(=CN1)N(C(=C2C2=CC=C(C(=O)O)C=C2)C(C)C)C2=CC=C(C=C2)F)O 4-[5-fluoro-1-(4-fluorophenyl)-4-hydroxy-2-isopropyl-1H-pyrrolo[2,3-c]pyridin-3-yl]benzoic acid